(S)-6-(4-chlorophenyl)-8-(3-fluorophenyl)-3-(3,3,3-trifluoro-2-hydroxypropyl)pyrido[3,4-d]pyrimidin-4(3H)-one ClC1=CC=C(C=C1)C1=CC2=C(N=CN(C2=O)C[C@@H](C(F)(F)F)O)C(=N1)C1=CC(=CC=C1)F